CC=1N(C=2N(C(C(=C(N2)C(F)(F)F)C=2C=NN(C2)CC(C(F)(F)F)(F)F)=O)C1)C1=NC=CC=C1 2-methyl-6-[1-(2,2,3,3,3-pentafluoropropyl)-1H-pyrazol-4-yl]-1-(pyridin-2-yl)-7-(trifluoromethyl)-1H,5H-imidazo[1,2-a]pyrimidin-5-one